[6-ethyl-2-(6-fluoro-2-methyl-2H-indazol-5-yl)-5-{4-[(5-hydroxy-6-methyl-4-pyrimidinyl)carbonyl]-1-piperazinyl}-4-oxo-1,3,3a,7-tetraaza-7-indenyl]acetamide C(C)C1=C(C(N2N=C(N=C2N1CC(=O)N)C1=CC2=CN(N=C2C=C1F)C)=O)N1CCN(CC1)C(=O)C1=NC=NC(=C1O)C